C(C=C)O[C@@H]1[C@H](CN(CC1)C(=O)OC(C)(C)C)C1=CC=C(C2=CC=C(C=C12)OCCCC=C)C(=O)O 4-((3S,4S)-4-(allyloxy)-1-(tert-butoxycarbonyl)piperidin-3-yl)-6-(pent-4-en-1-yloxy)-1-naphthoic acid